C1(CC1)C1=NNC2=CC=C(C=C12)C1=CN=C2N1N=C(C=C2)N2CCC1(CCCOC1)CC2 9-(3-(3-cyclopropyl-1H-indazol-5-yl)imidazo[1,2-b]pyridazin-6-yl)-2-oxa-9-azaspiro[5.5]undecane